1,2-dimethylethylene carbonate C1(OC(C(C)O1)C)=O